methyl 2-{[(2S)-4-{3-[(4-chloro-2-fluorobenzyl) oxy] pyrazin-2-yl}-2-methylpiperazin-1-yl] methyl}-3-methyl-3H-imidazo[4,5-b]pyridine-5-carboxylate ClC1=CC(=C(COC=2C(=NC=CN2)N2C[C@@H](N(CC2)CC2=NC=3C(=NC(=CC3)C(=O)OC)N2C)C)C=C1)F